2-(4-(1-(1-(2-fluoroacryloyl)azetidin-3-yl)-3-(4-(trifluoromethyl)phenyl)-1H-pyrazolo[4,3-b]pyridin-7-yl)-1H-pyrazol-1-yl)-N-phenylacetamide FC(C(=O)N1CC(C1)N1N=C(C2=NC=CC(=C21)C=2C=NN(C2)CC(=O)NC2=CC=CC=C2)C2=CC=C(C=C2)C(F)(F)F)=C